C[Si](C1C2=CC=CC=C2C=2C=C(C=CC12)C)(C1C=CC=C1)C dimethyl-(cyclopentadienyl)(3-methyl-9-fluorenyl)silicon